FC=1C=C(C=CC1OCC(F)(F)F)NC(=O)C=1N=C(OC1CC(F)(F)F)N1CCCC1 N-(3-fluoro-4-(2,2,2-trifluoroethoxy)phenyl)-2-(pyrrolidin-1-yl)-5-(2,2,2-trifluoroethyl)oxazole-4-carboxamide